6,13-Dihydro-6,13-methanopentacene-15-one C1=CC=CC2=CC=3C4C5=CC6=CC=CC=C6C=C5C(C3C=C12)C4=O